tert-butyl N-[(1S,3R)-3-[[3-[N'-(2-chloro-6-fluoro-phenyl)carbamimidoyl]-6-methyl-pyrrolo[1,2-b]pyridazin-4-yl]amino]cyclopentyl]carbamate ClC1=C(C(=CC=C1)F)N=C(N)C1=C(C=2N(N=C1)C=C(C2)C)N[C@H]2C[C@H](CC2)NC(OC(C)(C)C)=O